C(CCCC)[C@@H]1CC[C@H](CC1)C1=CC=C(C=C1)C1=CC=C(C=C1)C#N trans-4'-(4-pentylcyclohexyl)-[1,1'-biphenyl]-4-carbonitrile